N1=C(C=CC=C1)O[C@@H]1CC[C@H](CC1)C1=NN=C2N1C1=C(CC(C2)=O)C=CC=C1 1-[trans-4-(pyridin-2-yloxy)cyclohexyl]-4H-[1,2,4]triazolo[4,3-a][1]benzazepin-5(6H)-one